CC1=C(C(=CC=C1)C)NC(=O)C1NCCCC1 N-(2,6-dimethylphenyl)-2-piperidinecarboxamide